(S)-N-(5-(2,4-difluorophenoxy)pyrazin-2-yl)-2-(4-(3-(hydroxymethyl)-[1,2,4]triazolo[4,3-a]pyridine-6-carbonyl)-3,3-dimethylpiperazin-1-yl)propanamide FC1=C(OC=2N=CC(=NC2)NC([C@H](C)N2CC(N(CC2)C(=O)C=2C=CC=3N(C2)C(=NN3)CO)(C)C)=O)C=CC(=C1)F